(5-cyano-2-methoxyphenyl)isonicotinamide C(#N)C=1C=CC(=C(C1)C1=C(C(=O)N)C=CN=C1)OC